BrC1=CC(=C2C=C(NC2=C1)C(=O)N)C 6-bromo-4-methyl-1H-indole-2-carboxamide